N-benzyl-11-chloro-N-methyl-8,9-dihydro-1H-benzo[5,6]pyrazolo[3',4':7,8]cycloocta[1,2-b]pyridine-3-carboxamide C(C1=CC=CC=C1)N(C(=O)C1=NNC=2C3=C(CCC=4C(=NC=CC4)C21)C=C(C=C3)Cl)C